FC=1C=C(C#N)C=C(C1CC=O)F 3,5-difluoro-4-(2-oxoethyl)benzonitrile